FC(C)(F)C1=NC2=CC=C(C=C2NC1=O)CN1CCN(CC1)C=1C=CC(=NC1)C(=O)NC 5-[4-[[2-(1,1-difluoroethyl)-3-oxo-4H-quinoxalin-6-yl]methyl]piperazin-1-yl]-N-methylpyridine-2-carboxamide